CC(CO)C(CCO)C 2,3-dimethylpentane-1,5-diol